ClC1=C(C(=NC=N1)O[C@@H]1CN(CC1)CC(=O)NC=1C=CC=C2C(=CNC12)C1=NC(=NC=C1C)NC1=NN(C(=C1)C)C)C (S)-2-(3-((6-chloro-5-methylpyrimidin-4-yl)oxy)pyrrolidin-1-yl)-N-(3-(2-((1,5-dimethyl-1H-pyrazol-3-yl)amino)-5-methylpyrimidin-4-yl)-1H-indol-7-yl)acetamide